NC=1C(=C(C=CC1)C=1C(=NC=CN1)C(=O)N(C)C)OC (3-amino-2-methoxyphenyl)-N,N-dimethylpyrazine-2-carboxamide